[2-[(5-chlorothiazol-2-yl) carbamoyl] phenyl]-2-amino-3-methylvalerate ClC1=CN=C(S1)NC(=O)C1=C(C=CC=C1)OC(C(C(CC)C)N)=O